ClC1=CC=C2C(=N1)C(=CS2)C2=CC(=NC=C2)NC(OC(C)(C)C)=O tert-butyl (4-(5-chlorothieno[3,2-b]pyridin-3-yl)pyridin-2-yl)carbamate